C1(CCCC1)C1=C(C=C(C=C1OC)\C=C\C1=CC=CC=C1)OC (E)-2-cyclopentyl-1,3-dimethoxy-5-styryl-benzene